OC1=C(C(=C2C(=C(CO2)C2=CC=C(C=C2)O)C1=O)O)OC 5,7-dihydroxy-3-(4-hydroxyphenyl)-6-methoxy-4H-1-benzofuran-4-one